OC1=C(C=2C=C3C(=C(C(=CC=4C(=C(C(=CC5=C(C(=C(N5)C=C1N2)O)O)N4)O)O)N3)O)O)O octahydroxyporphyrin